ClC1=CC(=NC=C1C(=O)OCC)C1=NN(C=C1)C ethyl 4-chloro-6-(1-methyl-1H-pyrazol-3-yl)nicotinate